nitrophenyl-1-ethanethione [N+](=O)([O-])CC(=S)C1=CC=CC=C1